2-methylbut-2-enoic acid CC(C(=O)O)=CC